O=C(CNC(=O)C1=NNC(=C1)C1=CC=C(C=C1)O)N1CCC(CC1)OC1=CC(=CC=C1)C(F)(F)F 5-(4-Hydroxy-phenyl)-1H-pyrazole-3-carboxylic acid {2-oxo-2-[4-(3-trifluoromethyl-phenoxy)-piperidin-1-yl]-ethyl}-amide